ClC1=CC(=CN=N1)N1N=CC2=CC=C(C=C12)C1(CCCC1)C#N 1-[1-(6-Chloropyridazin-4-yl)indazol-6-yl]cyclopentanecarbonitrile